racemic-3-aminopiperidine dihydrochloride Cl.Cl.N[C@H]1CNCCC1 |r|